C(OC1=C(C(=NC2=CC(=C(C=C12)Cl)OC)C)C1=CC=C(C=C1)OC1=CC=C(C=C1)OC(F)(F)F)(OC(C)CCCCCCCC)=O 6-chloro-7-methoxy-2-methyl-3-(4-(4-(trifluoromethoxy)phenoxy) phenyl)quinolin-4-yl decan-2-yl carbonate